BrC1=CC=C(C=C1)C=1N(C=C(N1)C(F)(F)F)C (4-bromophenyl)-1-methyl-4-(trifluoromethyl)-1H-imidazole